COC([C@](C)(C1=CC2=CC=C(C=C2C=C1)OC)N1C=CC2=C1N=CN=C2C=2C=NN(C2)C2(CN(C2)S(=O)(=O)CC)CC#N)=O (4-(1-(3-(cyanomethyl)-1-(ethylsulfonyl)azetidin-3-yl)-1H-pyrazol-4-yl)-7H-pyrrolo[2,3-d]pyrimidin-7-yl)(S)-2-(6-methoxynaphthalen-2-yl)propionic acid methyl ester